1-(3-Nitropyrazolo[1,5-a]pyrimidin-5-yl)piperidin-4-ol [N+](=O)([O-])C=1C=NN2C1N=C(C=C2)N2CCC(CC2)O